C(#C)C1=C2C=CC(CC2=CC=C1F)=O 5-ethynyl-6-fluoro-naphthalene-2-one